FC(C1=CC=C(C=C1)C=1C=NN2C1NCC(C2)NC(C=C)=O)(F)F N-(3-(4-(trifluoromethyl)phenyl)-4,5,6,7-tetrahydropyrazolo[1,5-a]pyrimidin-6-yl)acrylamide